C1(=CC=CC=C1)CCCS(=O)(=O)OC1=C(C=CC=C1)NC(NC1=C(C=CC=C1)OS(=O)(=O)CCCC1=CC=CC=C1)=O bis-[2-(phenylpropanesulfonyloxy)phenyl]urea